F[C@@H]1CC2=CCCN2[C@@H]1C (2R,3R,7aS)-2-fluoro-3-methyltetrahydro-1H-pyrrolizin